C(C)(C)(C)S(=O)N[C@@H](C1=CC(=CS1)C(N)=N)C1=CC=CC=C1 5-((1R)-((tert-butylsulfinyl)amino)(phenyl)methyl)thiophene-3-carboximidamide